benzo[b]thiophen-5-ylurea S1C2=C(C=C1)C=C(C=C2)NC(=O)N